1-(6-Bromo-7-methoxyimidazo[1,2-a]pyridin-2-yl)ethan-1-one BrC=1C(=CC=2N(C1)C=C(N2)C(C)=O)OC